NC1=NC=C(C2=C1N=C(N=C2)C=2C=C(C=CC2C)C#C[C@]2(C(N(CC2)C)=O)O)C (R)-3-[2-[3-(8-Amino-5-methyl-pyrido[3,4-d]pyrimidin-2-yl)-4-methylphenyl]ethynyl]-3-hydroxy-1-methyl-pyrrolidin-2-one